C1(=CC=CC=C1)OC(NC1=CC=C(C=C1)N1C=NC2=C1C=CC(=C2)OCCCC#C)=O [4-(5-pent-4-ynyloxy-benzoimidazol-1-yl)-phenyl]-carbamic acid phenyl ester